[2-(4,6-dimethoxypyrimidin-5-yl)-1-methylpyrrolo[2,3-c]pyridin-5-yl]cyclopropanecarboxamide COC1=NC=NC(=C1C1=CC=2C(=CN=C(C2)C2(CC2)C(=O)N)N1C)OC